tert-butyl trans-N-methyl-N-[3-[[6-bromoimidazo[1,5-a]pyridin-8-yl]oxy]cyclobutyl]carbamate CN(C(OC(C)(C)C)=O)[C@@H]1C[C@H](C1)OC=1C=2N(C=C(C1)Br)C=NC2